ClC=1C(=NC(=C(C(=O)NC)C1C)N1CCC(CCC1)(F)F)C 5-chloro-2-(4,4-difluoroazepan-1-yl)-N,4,6-trimethylnicotinamide